N-[(1R,3s,5S)-1,5-Dimethyl-8-azabicyclo[3.2.1]octan-3-yl]-N-methyl-5-[5-(5-methyl-1H-pyrazol-4-yl)pyrazin-2-yl][1,3]thiazolo[5,4-d][1,3]thiazol-2-amin C[C@]12CC(C[C@](CC1)(N2)C)N(C=2SC=1N=C(SC1N2)C2=NC=C(N=C2)C=2C=NNC2C)C